N1C=2C(=CC(=C1)C(=O)O)C=C1C=CC=CC12 1H-Indeno[1,2-b]pyridine-3-carboxylic acid